(2S,3S)-Methyl 2-acetamido-3-methylpentanoate C(C)(=O)N[C@H](C(=O)OC)[C@H](CC)C